N'-hydroxy-3-(((S)-oxetan-2-yl)methyl)-3H-imidazo[4,5-c]pyridine-6-carboxamidine ON=C(N)C1=CC2=C(C=N1)N(C=N2)C[C@H]2OCC2